FC1=C(C=C(C(=O)OC)C=C1)C methyl 4-fluoro-3-methylbenzoate